F[B-](F)(F)F.C(C)OC(=O)C(=NOC(=[N+](C)C)N(C)C)C#N O-[(Ethoxycarbonyl)cyano-methylenamino]-N,N,N',N'-tetramethyluronium tetrafluoroborate